N1(C=NC=C1)C1=CC=C(C=O)C=C1 4-(imidazol-1-yl)benzaldehyde